3-cyano-5-(2-formyl-3-hydroxyphenoxy)-N-[(2E)-1-(2-hydroxy-2-methylpropyl)-6-[(4-methylpiperazin-1-yl)methyl]-3H-1,3-benzodiazol-2-ylidene]benzamide C(#N)C=1C=C(C(=O)/N=C/2\NC3=C(N2CC(C)(C)O)C=C(C=C3)CN3CCN(CC3)C)C=C(C1)OC1=C(C(=CC=C1)O)C=O